(2s,4r)-4-isopropoxypyrrolidine-1,2-dicarboxylic acid 1-(tert-butyl) ester 2-methyl ester COC(=O)[C@H]1N(C[C@@H](C1)OC(C)C)C(=O)OC(C)(C)C